2-phenyltetrahydrofuran C1(=CC=CC=C1)C1OCCC1